N1=CC=C(C=C1)C=1C=C(C=CC1NC1=NC=C(C=C1)C(F)(F)F)C(C(=O)N)=C (3-(pyridin-4-yl)-4-((5-(trifluoromethyl)pyridin-2-yl)amino)phenyl)acrylamide